CC(C)(COP(=O)(O)OP(=O)(O)OC[C@@H]1[C@H]([C@H]([C@@H](O1)N2C=NC3=C(N=CN=C32)N)O)OP(=O)(O)O)[C@H](C(=O)NCCC(=O)NCCSC(=O)C4=CC=CC=C4)O The molecule is the simplest member of the class of benzoyl-CoAs that results from the formal condensation of the thiol group of coenzyme A with the carboxy group of benzoic acid. It has a role as a mouse metabolite. It derives from a benzoic acid. It is a conjugate acid of a benzoyl-CoA(4-).